tert-butyl (1R,5R)-3,6-diazabicyclo[3.2.0]heptane-3-carboxylate hydrochloride Cl.[C@H]12CN(C[C@@H]2NC1)C(=O)OC(C)(C)C